FC1=CC(=C(C=C1)NC1=NN(C2=CC=CC=C12)CC1=CC=C(C=C1)OC)OC N-(4-fluoro-2-methoxyphenyl)-1-(4-methoxybenzyl)-1H-indazol-3-amine